Methyl-2-formyl-benzoate COC(C1=C(C=CC=C1)C=O)=O